ClC=1C(=C(CN2CCC(CC2)(C(=O)O)CC2=NC(=CC(=C2F)C(C)(C)O)NC2=NNC(=C2)C)C=CC1)F 1-(3-chloro-2-fluorobenzyl)-4-((3-fluoro-4-(2-hydroxypropan-2-yl)-6-((5-methyl-1H-pyrazol-3-yl)amino)pyridin-2-yl)methyl)piperidine-4-carboxylic acid